ClC1=C(C2=C(SC3=C2N=CN=C3NC3CN(C3)C3=NC=C(C=N3)F)N=C1)C 8-chloro-N-[1-(5-fluoropyrimidin-2-yl)azetidin-3-yl]-9-methyl-pyrido[3',2':4,5]thieno[3,2-d]pyrimidin-4-amine